4'-(3-methoxy-4-(4-methyl-1H-imidazol-1-yl)benzoyl)-[1,1'-biphenyl]-4-carbonitrile COC=1C=C(C(=O)C2=CC=C(C=C2)C2=CC=C(C=C2)C#N)C=CC1N1C=NC(=C1)C